BrC1=CC=C(C=C1)C1=NN(C=C1)C (4-bromophenyl)-1-methyl-pyrazole